FC(C(C(C(C(F)(F)F)(C(F)(F)F)F)=C(F)F)(F)F)(F)F 1,1,1,2,2,4,5,5,5-nonafluoro-4-(trifluoromethyl)-3-(difluoromethylene)pentane